CS(=O)(=O)N1CC2N(C=3N(C(N=CC3)=O)C2)CC1 2-(methyl-sulfonyl)-9-oxo-2,3,4,9,11,11a-hexahydro-1H-pyrazino[1',2':3,4]imidazo[1,2-c]pyrimidin